[C@H](C)(CC)[C@@H]1N=C(C2=C(N(C1=O)CC(=O)NS(=O)(=O)C1=NC=CC=C1)C=CC(=C2)Cl)C2=CC=CC=C2 2-((S)-3-((S)-sec-butyl)-7-chloro-2-oxo-5-phenyl-2,3-dihydro-1H-benzo[e][1,4]diazepin-1-yl)-N-(pyridin-2-ylsulfonyl)acetamide